NC1=NC(=NN1)N1CC(C1)[C@@](CNC1=CC(=NC=2N1N=C(C2)C(F)(F)F)C(F)(F)F)(C)C2=CC=CC=C2 (S)-N-(2-(1-(5-amino-1H-1,2,4-triazol-3-yl)azetidin-3-yl)-2-phenylpropyl)-2,5-bis(trifluoromethyl)pyrazolo[1,5-a]pyrimidin-7-amine